4-(8-(tert-butoxycarbonyl)-3,8-diazabicyclo[3.2.1]octane-3-yl)-6-(isopropyl(methyl)amino)-1-oxo-1,3-Dihydro-2H-pyrrolo[3,4-c]pyridine-2-carboxylic acid tert-butyl ester C(C)(C)(C)OC(=O)N1CC=2C(=NC(=CC2C1=O)N(C)C(C)C)N1CC2CCC(C1)N2C(=O)OC(C)(C)C